C(C)(C)(C)OC(=O)N(C[C@@H](C1=C2C=CC(NC2=C(C=C1)O)=O)O[Si](C)(C)C(C)(C)C)CC1CCN(CC1)C(=O)C1CN(C1)C(=O)OCC1=CC=CC=C1 benzyl (R)-3-(4-(((tert-butoxycarbonyl)(2-((tertbutyldimethylsilyl)oxy)-2-(8-hydroxy-2-oxo-1,2-dihydroquinolin-5-yl)ethyl)amino)methyl)piperidine-1-carbonyl)azetidine-1-carboxylate